tert-Butyl 2,2-dimethyl-4-(3-methyl-2-oxo-1,3-benzoxazol-6-yl)-5-oxo-piperazine-1-carboxylate CC1(N(CC(N(C1)C1=CC2=C(N(C(O2)=O)C)C=C1)=O)C(=O)OC(C)(C)C)C